1-(5-propyl-1,3-benzodioxepan-2-yl)ethanone C(CC)C1COC(OC2=C1C=CC=C2)C(C)=O